CC1=CC(=CN1S(=O)(=O)C)C(=O)N 5-methyl-1-(methylsulfonyl)-1H-pyrrole-3-carboxamide